ON=C1C2=CC(=CC=C2C=2C=CC(=CC12)S(=O)(=O)NC1CCC(CC1)C(F)(F)F)S(=O)(=O)NC1CCC(CC1)C(F)(F)F 9-(hydroxyimino)-N2,N7-bis(4-(trifluoromethyl)cyclohexyl)-9H-fluorene-2,7-disulfonamide